5,6,7,8-tetrahydro-1,7-naphthyridine-3-carboxamide N1=CC(=CC=2CCNCC12)C(=O)N